N-[1-(dicyclopropylmethyl)-2-[[5-[5-ethyl-3-methyl-1-(2-trimethylsilylethoxymethyl)pyrazol-4-yl]-2-pyridyl]amino]-2-oxo-ethyl]-2-ethyl-pyrazole-3-carboxamide C1(CC1)C(C(C(=O)NC1=NC=C(C=C1)C=1C(=NN(C1CC)COCC[Si](C)(C)C)C)NC(=O)C=1N(N=CC1)CC)C1CC1